CC=1C=CC(=C(C1)C1=C(C=C(C=C1OCN(C([O-])=O)C)CCCCC)OCN(C([O-])=O)C)C(=C)C ((5'-methyl-4-pentyl-2'-(prop-1-en-2-yl)-[1,1'-biphenyl]-2,6-diyl)bis(oxy))bis(methylene)bis(methyl-carbamate)